C(C)C1=NN2C(C=C(C=C2)N2CC3(C2)CN(C3)C(=O)N3CCN(CC3)C)=C1N(C=1SC(=C(N1)C1=CC=C(C=C1)F)C#N)C 2-((2-ethyl-5-(6-(4-methylpiperazine-1-carbonyl)-2,6-diazaspiro[3.3]heptan-2-yl)pyrazolo[1,5-a]pyridin-3-yl)(methyl)amino)-4-(4-fluorophenyl)thiazole-5-carbonitrile